BrC=1C=2N(C=CC1)C(=C(N2)C#CCNC2=C(OC1CN(C1)C(=O)OC(C)(C)C)C=C(C=C2)C(NC)=O)SC(F)(F)F tert-butyl 3-{2-[(3-{8-bromo-3-[(trifluoromethyl)sulfanyl]imidazo[1,2-a]pyridin-2-yl}prop-2-yn-1-yl)amino]-5-(methylcarbamoyl)phenoxy}azetidine-1-carboxylate